CC1(C(C1\C=C/C(F)(F)F)C(=O)[O-])C 2,2-dimethyl-3-[(1Z)-3,3,3-trifluoro-1-propen-1-yl]cyclopropanecarboxylate